CC1([N-]C(CCC1)(C)C)C 2,2,6,6-tetramethylpiperidine-1-ide